(S)-2-(8-(2,4-dioxotetrahydropyrimidin-1(2H)-yl)-1,2,4a,5-tetrahydrobenzo[b]pyrazino[1,2-d][1,4]oxazin-3(4H)-yl)acetic acid O=C1N(CCC(N1)=O)C=1C=CC2=C(OC[C@H]3N2CCN(C3)CC(=O)O)C1